C(CCCCCCCCCCCC(=O)O)CCCCCCCCCCCO The molecule is an omega-hydroxy fatty acid that is the 24-hydroxy derivative of tetracosanoic acid. It is an omega-hydroxy fatty acid, a straight-chain fatty acid and a very long-chain fatty acid. It derives from a tetracosanoic acid. It is a conjugate base of an omega-hydroxytetracosanoate.